FC(N1N=CC(=C1)C1=NN2C(=NC3=C(C=CC=C3C2=N1)C#N)N[C@H]1C(NCCNC1)=O)F 2-[1-(difluoromethyl)-1H-pyrazol-4-yl]-5-{[(6R)-5-oxo-1,4-diazepan-6-yl]amino}[1,2,4]triazolo[1,5-c]quinazoline-7-carbonitrile